C(C(=C)C)(=O)OO[SiH3] siloxy methacrylate